4-bromo-6-chloro-N-[(3-methoxyphenyl)methyl]-N-methylpyridazin-3-amine BrC1=C(N=NC(=C1)Cl)N(C)CC1=CC(=CC=C1)OC